2'-(9H-carbazol-9-yl-d8)-[1,1'-biphenyl]-2,3',4,4',5,5',6,6'-d8-3-ol C1(=C(C(=C(C=2C3=C(C(=C(C(=C3N(C12)C1=C(C(=C(C(=C1[2H])[2H])[2H])[2H])C1=C(C(=C(C(=C1[2H])[2H])[2H])O)[2H])[2H])[2H])[2H])[2H])[2H])[2H])[2H])[2H]